The molecule is a hydrate that is the monohydrate form of (S)-tosufloxacin tosylate. It contains a (S)-tosufloxacin tosylate. It is an enantiomer of a (R)-tosufloxacin tosylate hydrate. CC1=CC=C(C=C1)S(=O)(=O)O.C1CN(C[C@H]1N)C2=C(C=C3C(=O)C(=CN(C3=N2)C4=C(C=C(C=C4)F)F)C(=O)O)F.O